FC(C=1C=CC2=C(C(=NO2)NCC(=O)N2CC3(CCN(C3)C(=O)OC(C)(C)C)CC2)C1)(F)F tert-butyl 7-(2-{[5-(trifluoromethyl)-1,2-benzoxazol-3-yl]amino}acetyl)-2,7-diazaspiro[4.4]nonane-2-carboxylate